2-((3aR,6aR)-hexahydropyrrolo[3,4-b]pyrrol-1(2H)-yl)-6-(trifluoromethoxy)-1H-benzo[d]imidazole TFA salt OC(=O)C(F)(F)F.N1([C@@H]2[C@H](CC1)CNC2)C2=NC1=C(N2)C=C(C=C1)OC(F)(F)F